[C-]#N.C1(CCC1)=O cyclobutanone cyanide